3-ethyl 6-methyl 4-[(4-methoxyphenyl)amino]-3,6-quinolinedicarboxylate COC1=CC=C(C=C1)NC1=C(C=NC2=CC=C(C=C12)C(=O)OC)C(=O)OCC